(2S)-2-{[2-{[3-methyl-4-(methylsulfonyl)phenyl]amino}-5-(3-methyl-1,2,4-oxadiazol-5-yl)pyrimidin-4-yl]amino}-2-phenylethanol CC=1C=C(C=CC1S(=O)(=O)C)NC1=NC=C(C(=N1)N[C@H](CO)C1=CC=CC=C1)C1=NC(=NO1)C